C(C)(C)(C)OC(=O)N1CCC(CC1)C(C(CO)CO)O 4-(1,3-Dihydroxy-2-(hydroxymethyl)propyl)piperidine-1-carboxylic acid tert-butyl ester